N-(4-bromo-2,6-dimethylbenzyl)-1-methyl-1H-1,2,4-triazole-3-amine BrC1=CC(=C(CNC2=NN(C=N2)C)C(=C1)C)C